CC1(N=C(OC1)C1=NN(C(=C1)C(F)(F)F)C1=CC=C(C=N1)NC(C1=C(C=CC=C1F)F)=O)C N-(6-(3-(4,4-dimethyl-4,5-dihydro-oxazol-2-yl)-5-(trifluoromethyl)-1H-pyrazol-1-yl)pyridin-3-yl)-2,6-difluorobenzamide